5-Amino-1-isopropyl-3-[5-(1-[[5-(2-methylbutan-2-yl)-1,2-oxazol-3-yl]carbamoyl]ethyl)pyridin-2-yl]pyrazole-4-carboxamide NC1=C(C(=NN1C(C)C)C1=NC=C(C=C1)C(C)C(NC1=NOC(=C1)C(C)(CC)C)=O)C(=O)N